FC1(CNCC[C@H]1N1CCN(CC1)C1=NC=CC2=C1N(C(N2C2C(NC(CC2)=O)=O)=O)C)F 3-[4-[4-[(4R)-3,3-difluoro-4-piperidyl]piperazin-1-yl]-3-methyl-2-oxo-imidazo[4,5-c]pyridin-1-yl]piperidine-2,6-dione